N-(4-{8-oxatricyclo[7.4.0.02,7]Tridec-1(9),2(7),3,5,10,12-hexaen-6-yl}phenyl)-9,9'-spirobi[fluorene]-8-amine C1=2C=3C=CC=C(C3OC2C=CC=C1)C1=CC=C(C=C1)NC=1C=CC=C2C=3C=CC=CC3C3(C12)C1=CC=CC=C1C=1C=CC=CC13